6,9,12-trioxa-2-azapentadecanoic acid C(NCCCOCCOCCOCCC)(=O)O